6-methyl-1,2,4-benzenetriamine CC=1C=C(C=C(C1N)N)N